2-chloro-N-(2,3-dihydro-1,1,3-trimethyl-1H-inden-4-yl)-3-pyridincarboxamide ClC1=NC=CC=C1C(=O)NC1=C2C(CC(C2=CC=C1)(C)C)C